C(N)(O[C@H](C=1C(=C2C=CC=NC2=C(C1)C1=CC=C(C=C1)OC(F)(F)F)C(CO)O)C(C)(C)C)=O (S)-tert-butyl-((5-(1,2-dihydroxyethyl)-8-(4-(trifluoromethoxy) phenyl) quinolin-6-yl) methyl) carbamate